(2R)-5-(benzyloxy)-2-{[(benzyloxy)carbonyl]amino}-5-oxopentanoic acid C(C1=CC=CC=C1)OC(CC[C@H](C(=O)O)NC(=O)OCC1=CC=CC=C1)=O